1-(4-(4-(3-(4-aminopiperidin-1-yl)-3-oxopropyl)piperazin-1-yl)-2-methoxyphenyl)dihydropyrimidine-2,4(1H,3H)-dione NC1CCN(CC1)C(CCN1CCN(CC1)C1=CC(=C(C=C1)N1C(NC(CC1)=O)=O)OC)=O